N-((S)-1,1-dicyclopropyl-3-((2-fluoro-5-methyl-4-((R)-1-oxo-1-((2,2,2-trifluoroethyl)amino)propan-2-yl)phenyl)amino)-3-oxopropan-2-yl)-1-isopropyl-1H-pyrazole-5-carboxamide C1(CC1)C([C@@H](C(=O)NC1=C(C=C(C(=C1)C)[C@H](C(NCC(F)(F)F)=O)C)F)NC(=O)C1=CC=NN1C(C)C)C1CC1